FC1=C(C(=C(C(=C1B)F)F)F)F (pentafluorophenyl)-boran